tert-Butyl (1R,4R,5S)-5-(7-bromo-8-(2-cyanoethyl)-4-ethoxy-6-fluoro-2-((4-isopropyl-2-oxopiperazin-1-yl) methyl)-1H-pyrrolo[3,2-c]quinolin-1-yl)-2-azabicyclo[2.1.1]hexane-2-carboxylate BrC=1C(=CC=2C3=C(C(=NC2C1F)OCC)C=C(N3[C@H]3[C@H]1CN([C@@H]3C1)C(=O)OC(C)(C)C)CN1C(CN(CC1)C(C)C)=O)CCC#N